FC(OC1=CC=C2C3(CC=4C(=NOC4C2=C1)NS(=O)(=O)C=1OC=CC1)CC3)F N-(8'-(difluoromethoxy)-4'H-spiro[cyclopropane-1,5'-naphtho[2,1-d]isoxazol]-3'-yl)furan-2-sulfonamide